5-fluoro-N2-(4-(2-methoxyethoxy)phenyl)pyrimidine-2,4-diamine FC=1C(=NC(=NC1)NC1=CC=C(C=C1)OCCOC)N